NC1=NC(=CC(=N1)C(C(=O)NN)C1=C(C=CC=C1F)F)C1=CC=C(C=C1)F (2-amino-6-(4-fluorophenyl)pyrimidin-4-yl)-2-(2,6-difluorophenyl)acetohydrazide